ClC1=C(C=CC(=C1)Cl)C=1CCCC2=C(C1C1=CC(=CC=C1)CC1CN(CC1)CCCF)C=CC(=C2)C(=O)O 8-(2,4-Dichlorophenyl)-9-(3-((1-(3-fluoropropyl)pyrrolidin-3-yl)methyl)phenyl)-6,7-dihydro-5H-benzo[7]annulene-3-carboxylic acid